tert-butyl 3-(4-chloro-5-((3-methyl-5-(phenylethynyl)pyridin-2-yl)carbamoyl)-1H-pyrazol-1-yl)azetidine-1-carboxylate ClC=1C=NN(C1C(NC1=NC=C(C=C1C)C#CC1=CC=CC=C1)=O)C1CN(C1)C(=O)OC(C)(C)C